2,5,6-trimethyl-2-cyclohexen-1-one CC=1C(C(C(CC1)C)C)=O